(R)-7-methoxy-1-(piperidin-3-ylamino)isoquinoline-6-carboxamide tert-butyl-(3R,4S)-3-(methoxymethyl)-4-((4-(4-(trifluoromethyl)phenyl)phthalazin-1-yl)amino)pyrrolidine-1-carboxylate C(C)(C)(C)OC(=O)N1C[C@H]([C@@H](C1)NC1=NN=C(C2=CC=CC=C12)C1=CC=C(C=C1)C(F)(F)F)COC.COC1=C(C=C2C=CN=C(C2=C1)N[C@H]1CNCCC1)C(=O)N